FC1CC(N(C1)C(CC=1N(C2=CC=CC=C2C1)C)=O)C(=O)NC(C1=CC=CC=C1)C1=NC(=C(C=C1)C1(CC1)C)F 4-fluoro-N-{[6-fluoro-5-(1-methylcyclopropyl)pyridin-2-yl](phenyl)methyl}-1-[2-(1-methyl-1H-indol-2-yl)acetyl]pyrrolidine-2-carboxamide